CN1N=NC(=C1C(=O)O)C1=NC=C(C=C1)NS(=O)(=O)C 1-methyl-4-(5-(methylsulfonamido)pyridin-2-yl)-1H-1,2,3-triazole-5-carboxylic acid